OC1=CC(=C2C(=CC(OC2=C1)=O)C1=CC=CC=C1)OCCCCCC(=O)O 6-((7-hydroxy-2-oxo-4-phenyl-2H-chromen-5-yl)oxy)hexanoic acid